FC=1C=C(C2=C(SC=C2)C1)N1CCN(CC1)CCC1=CC=C2C(CC(NC2=C1)=O)O 7-(2-(4-(6-fluorobenzo[b]thiophen-4-yl)piperazin-1-yl)ethyl)-4-hydroxy-3,4-dihydroquinolin-2(1H)-one